CC=1C=C(C=CC1)[C@H](C(=O)O)C |r| 2-(R,S)-(3-methylphenyl)propionic acid